ClCC=1N=C2N(C=C(C=C2)C(N)=NO)C1 2-(chloromethyl)-N'-hydroxyimidazo[1,2-a]pyridine-6-carboximidamide